FC1=C(C(=C(C=C1OC)OC)F)N1C(N(C2=C(C1)C=NC1=C2C=C(N1)CN1CCOCC1)CCF)=O 3-(2,6-difluoro-3,5-dimethoxyphenyl)-1-(2-fluoroethyl)-8-(morpholin-4-ylmethyl)-1,3,4,7-tetrahydro-2H-pyrrolo[3',2':5,6]pyrido[4,3-d]pyrimidin-2-one